2,3':5',4''-terpyridinyl N1=C(C=CC=C1)C=1C=NC=C(C1)C1=CC=NC=C1